(2-methoxy-5-(2-oxoethyl)phenyl)acetic acid COC1=C(C=C(C=C1)CC=O)CC(=O)O